[(1R)-2-(tert-butoxycarbonylamino)-1-methyl-ethyl] methanesulfonate CS(=O)(=O)O[C@@H](CNC(=O)OC(C)(C)C)C